methoxy-4-(2-{2-[3-(trifluoromethoxy)phenyl]ethynyl}-1,3-thiazole-4-sulfonamido)phenylphosphonate COC1=C(C=CC(=C1)NS(=O)(=O)C=1N=C(SC1)C#CC1=CC(=CC=C1)OC(F)(F)F)P([O-])([O-])=O